(S)-3-amino-7-((1-(4-hydroxy-4-methylpiperidin-1-yl)-2-methyl-1-oxopropan-2-yl)oxy)-5-methyl-2,3-dihydrobenzo[b][1,4]oxazepin-4(5H)-one hydrochloride Cl.N[C@@H]1C(N(C2=C(OC1)C=CC(=C2)OC(C(=O)N2CCC(CC2)(C)O)(C)C)C)=O